(fluoromethyl)azetidine tosylate S(=O)(=O)(O)C1=CC=C(C)C=C1.FCN1CCC1